1-((allyloxy)methyl)-2-iodobenzene C(C=C)OCC1=C(C=CC=C1)I